4-(3-aminopyridin-4-yl)piperazine-1-carboxylic acid tert-butyl ester C(C)(C)(C)OC(=O)N1CCN(CC1)C1=C(C=NC=C1)N